NC1=CC2=C(N=C(N=C2)NC2=NC=C(C=C2)OCCOC)N(C1=O)C1CCCC1 6-amino-8-cyclopentyl-2-[5-(2-methoxy-ethoxy)-pyridin-2-ylamino]-8H-pyrido[2,3-d]Pyrimidin-7-one